C1(CC1)N1N=CC(=C1)[C@@H]1OCC[C@@H](C1)C1=NC2=NC(=C(N=C2C(=N1)C1=C(C=C(C=C1)OC(F)(F)F)F)C)C 2-((2R,4S)-2-(1-cyclopropyl-1H-pyrazol-4-yl)tetrahydro-2H-pyran-4-yl)-4-(2-fluoro-4-(trifluoromethoxy)phenyl)-6,7-dimethylpteridine